benzyl-propionate C(C1=CC=CC=C1)OC(CC)=O